N-(4-amino-1H-pyrazolo[4,3-c]pyridin-7-yl)-2-oxo-2-[rac-(2R,5S)-5-methyl-2-(1-methylcyclopropyl)-1-piperidyl]acetamide NC1=NC=C(C2=C1C=NN2)NC(C(N2[C@H](CC[C@@H](C2)C)C2(CC2)C)=O)=O |r|